NC1=NNC2=C(C=C(C=C12)C1=CC(=NC=C1)NC(=O)NC1=CC=CC=C1)Br 1-(4-(3-Amino-7-bromo-1H-indazol-5-yl)pyridin-2-yl)-3-phenylurea